C(#N)C=1C=C(C=C(C1)F)S(=O)(=O)NC=1C=CC(=C2C(=CNC12)C#N)C 3-cyano-N-(3-cyano-4-methyl-1H-indol-7-yl)-5-fluorobenzenesulfonamide